2-AMINO-4-METHOXY-3-PENTYLOXY-BENZALDEHYDE NC1=C(C=O)C=CC(=C1OCCCCC)OC